S(=O)(=O)(O)O.NC1=NC(=CC2=CC(=C(C=C12)OC)OC)CNCCCNC(=O)C1OCCC1 N-[3-[(1-amino-6,7-dimethoxy-3-isoquinolinyl)methylamino]propyl]tetrahydro-2-furancarboxamide sulfate